2-acrylamido-2-methylpropanesulfonic acid N-(hydroxymethyl)acrylamide OCNC(C=C)=O.C(C=C)(=O)NC(CS(=O)(=O)O)(C)C